CC=1C=NC=C(C(=O)NC2=CC(=CC=C2)[C@H](C)NC=2C=NC=3C(N2)=NN(C3)C)C1 (S)-5-methyl-N-(3-(1-((2-methyl-2H-pyrazolo[3,4-b]pyrazin-6-yl)amino)ethyl)phenyl)nicotinamide